C(C=C)(=O)N1CC(CC1)C=1N=C(N2C(=NC=CC21)N)C2=CC(=C(OC=1C=C(C(=O)O)C=CN1)C=C2)F 2-(4-(1-(1-acryloylpyrrolidin-3-yl)-5-aminoimidazo[1,5-c]pyrimidin-3-yl)-2-fluorophenoxy)isonicotinic acid